4-methylbenzenesulfonic acid [(2R)-4-(4-bromo-2-pyridyl) morpholin-2-yl]Methyl ester BrC1=CC(=NC=C1)N1C[C@@H](OCC1)COS(=O)(=O)C1=CC=C(C=C1)C